tert-butyl N-[2-[2-[2-[2-[2-[2-[2-[2-(2-hydroxyethoxy)ethoxy]ethoxy]ethoxy]ethoxy] ethoxy]ethoxy]ethoxy]ethyl]-N-methyl-carbamate OCCOCCOCCOCCOCCOCCOCCOCCOCCN(C(OC(C)(C)C)=O)C